6-(2-((S)-2-((3-amino-2-isopropylpyridin-4-yl)oxy)propoxy)-3,6-difluorophenyl)-2-chloro-5-fluoronicotinonitrile NC=1C(=NC=CC1O[C@H](COC1=C(C(=CC=C1F)F)C1=NC(=C(C#N)C=C1F)Cl)C)C(C)C